3-[[(1R)-1-[2-(3,4-Difluorophenyl)-3,6-dimethyl-4-oxo-chromen-8-yl]ethyl]-amino]-6-methyl-pyridine-2-carboxylic acid FC=1C=C(C=CC1F)C=1OC2=C(C=C(C=C2C(C1C)=O)C)[C@@H](C)NC=1C(=NC(=CC1)C)C(=O)O